Cl.N1C=CC=C1C#N Pyrrole-5-carbonitrile hydrochloride